tert-butyl 2-(3-(hydroxymethyl)-4-(methoxycarbonyl)phenyl)piperidine-1-carboxylate OCC=1C=C(C=CC1C(=O)OC)C1N(CCCC1)C(=O)OC(C)(C)C